2-Fluoro-5-((5-((3-oxo-4-(3-(trifluoromethoxy)phenyl)piperazin-1-yl)methyl)-1H-imidazol-1-yl)methyl)benzonitrile FC1=C(C#N)C=C(C=C1)CN1C=NC=C1CN1CC(N(CC1)C1=CC(=CC=C1)OC(F)(F)F)=O